COC(C(CC=1N(C2=CC(=CC=C2C1C(C1=CC=C(C=C1)Cl)=O)C(C)C)CC1CCC1)(C)C)=O (3-(4-chlorobenzoyl)-1-(cyclobutylmethyl)-6-isopropyl-1H-indol-2-yl)-2,2-dimethylpropionic acid methyl ester